2-[6-[3-[3-[6-[8-(1,3-benzothiazol-2-ylcarbamoyl)-3,4-dihydro-1H-isoquinolin-2-yl]-2-tert-butoxycarbonyl-3-pyridyl]-2-methyl-phenoxy]propyl]-3-pyridyl]acetic acid S1C(=NC2=C1C=CC=C2)NC(=O)C=2C=CC=C1CCN(CC21)C2=CC=C(C(=N2)C(=O)OC(C)(C)C)C=2C(=C(OCCCC1=CC=C(C=N1)CC(=O)O)C=CC2)C